1-ethylmethyl-ethylhexylimidazolium hexafluorophosphate F[P-](F)(F)(F)(F)F.C(C)CC(C)[N+]1=C(NC=C1)CCCCCC